FC1=C(C(=CC=C1)OC)N\N=C\1/C(OC(C=C1)=O)=O (Z)-3-(2-(2-fluoro-6-methoxyphenyl)hydrazono)-2H-pyran-2,6(3H)-dione